CC(C(C)N1N=CC=C1C)(C)C N-(3,3-dimethylbutan-2-yl)-5-methylpyrazole